CN1N=C2C(=N1)C=CC(=C2)C2=CC(=NN2)C(F)(F)F 2-methyl-5-(3-trifluoromethyl-1H-pyrazol-5-yl)-2H-benzo[d][1,2,3]triazole